3-(3-(trifluoromethylphenyl)acryloyl)oxazolidin-2-one FC(F)(F)C1=C(C=CC=C1)C=CC(=O)N1C(OCC1)=O